BrC1=NN2C(N=C(C=C2NCC2(CC(CC2)NC)C=2C=NC=CC2)C(F)(F)F)=C1 2-bromo-N-((3-(methylamino)-1-(pyridin-3-yl)cyclopentyl)methyl)-5-(trifluoromethyl)pyrazolo[1,5-a]pyrimidin-7-amine